FC1=C(C=CC(=C1C)F)C=1C=C2C(=NC1)N(C(N2)=O)CF 6-(2,4-difluoro-3-methyl-phenyl)-3-(fluoromethyl)-2-oxo-imidazo[4,5-b]Pyridine